2-(4-methylphenyl)-4-phenyl-1,5-benzothiazine CC1=CC=C(C=C1)C1SC2=C(C(=C1)C1=CC=CC=C1)N=CC=C2